(3-amino-6-(2,2-difluorocyclopropyl)-1H-pyrazolo[3,4-b]pyridin-1-yl)(o-tolyl)methanone NC1=NN(C2=NC(=CC=C21)C2C(C2)(F)F)C(=O)C2=C(C=CC=C2)C